ClC1=C(C(=O)NC2=C(C=C(C=C2)NC(OC(C)(C)C)=O)C)C=C(C=C1)NC(=O)[C@@H]1C([C@H]1C1=CC(=C(C(=C1)Cl)Cl)Cl)(Cl)Cl tert-Butyl (4-(2-chloro-5-((1R,3R)-2,2-dichloro-3-(3,4,5-trichlorophenyl)cyclopropane-1-carboxamido)benzamido)-3-methylphenyl)carbamate